BrC1=C(C=CC=C1)P(C1=CC=CC=C1)C (2-bromophenyl)(methyl)(phenyl)phosphine